C1C(CCCC1)N(C)C 2-cyclohexyldimethylamine